2-methoxy-5-[2-methyl-6-[3-(trifluoromethyl)phenyl]imidazo[1,2-a]pyridin-3-yl]phenol COC1=C(C=C(C=C1)C1=C(N=C2N1C=C(C=C2)C2=CC(=CC=C2)C(F)(F)F)C)O